(±)-(isopropyl 2-cis-3-hydroxycyclopentyl)acetate C(C)(C)C1(CC(CC1)O)CC(=O)[O-]